1-(3-Fluoro-4-((2-fluoro-4-(trifluoromethyl)benzyl)oxy)benzyl)-1H-imidazole-4-carboxylic acid methyl ester COC(=O)C=1N=CN(C1)CC1=CC(=C(C=C1)OCC1=C(C=C(C=C1)C(F)(F)F)F)F